4-hydroxy-3-nitrophenylacetic acid OC1=C(C=C(C=C1)CC(=O)O)[N+](=O)[O-]